7-(2-aminothiazol-5-yl)-2,3-dimethylquinazolin-4(3H)-one NC=1SC(=CN1)C1=CC=C2C(N(C(=NC2=C1)C)C)=O